trans-3-[(3-chloro-4-fluorobenzyl)oxy]-N-{2-fluoro-3-[6-oxo-4-(trifluoromethyl)-1,6-dihydropyrimidin-2-yl]-4-(trifluoromethyl)benzyl}cyclobutane-1-carboxamide ClC=1C=C(CO[C@@H]2C[C@H](C2)C(=O)NCC2=C(C(=C(C=C2)C(F)(F)F)C=2NC(C=C(N2)C(F)(F)F)=O)F)C=CC1F